tert-butyl (3-isobutyramido-1-methyl-1H-pyrazol-5-yl)carbamate C(C(C)C)(=O)NC1=NN(C(=C1)NC(OC(C)(C)C)=O)C